N-(2-((R)-4-Cyanothiazolidin-3-yl)-2-oxoethyl)-6-((S)-3-(hydroxymethyl)-pyrrolidin-1-yl)quinoline-4-carboxamide C(#N)[C@H]1N(CSC1)C(CNC(=O)C1=CC=NC2=CC=C(C=C12)N1C[C@H](CC1)CO)=O